FC(C1=NC=CC(=C1)NC(=O)C=1C=NN(C1C(F)(F)F)C1=CC=CN2C1=NC=CC2=O)F N-(2-(difluoromethyl)pyridin-4-yl)-1-(4-oxo-4H-pyrido[1,2-a]pyrimidin-9-yl)-5-(trifluoromethyl)-1H-pyrazole-4-carboxamide